FC=1C=C(C=CC1N1CCN(CC1)C)C1(N=C(NN1)N)N 5-(3-fluoro-4-(4-methylpiperazin-1-yl)phenyl)-1H-1,2,4-triazole-3,5-diamine